1-(4-(4-cyano-3-fluorophenyl)-5-(3-hydroxy-4-methoxyphenyl)thiazol-2-yl)piperidine C(#N)C1=C(C=C(C=C1)C=1N=C(SC1C1=CC(=C(C=C1)OC)O)N1CCCCC1)F